C(C1=CC(C(=O)OC2=CC=CC3=CC=CC=C23)=CC=C1)(=O)OC1=CC=CC2=CC=CC=C12 di(1-naphthyl) isophthalate